2-chloro-7-methyl-9-(2-morpholinoethyl)-7,9-dihydro-8H-purin-8-one ClC1=NC=C2N(C(N(C2=N1)CCN1CCOCC1)=O)C